ClC1=C(C=C(C=C1)O)C1=C(C(=NC=2CN(CCC12)C1=C(N=CS1)C)N1CC2(CN(C2)C(C=C)=O)CC1)C#N 4-(2-chloro-5-hydroxyphenyl)-7-(4-methyl-1,3-thiazol-5-yl)-2-(2-(2-propenoyl)-2,6-diazaspiro[3.4]octan-6-yl)-5,6,7,8-tetrahydro-1,7-naphthyridine-3-carbonitrile